Cl.N[C@@H](CCCOC1=C(C(=O)OC)C=CC(=C1)Br)C |r| rac-Methyl 2-((4-aminopentyl)oxy)-4-bromobenzoate hydrochloride